BrC=1C(=NC(=NC1)NC1=C(C=C(C(=C1)OC)N1CCOCC1)CC)NC=1C(=C2C=CC(=NC2=CC1)C1CC1)P(C)C (6-((5-bromo-2-((2-ethyl-5-methoxy-4-morpholinophenyl)amino)pyrimidin-4-yl)amino)-2-cyclopropylquinolin-5-yl)dimethylphosphine